CN1C(=NN=C1)C1CCN(CC1)S(=O)(=O)C=1C=C(C=NC1)N 5-((4-(4-methyl-4H-1,2,4-triazole-3-yl)piperidine-1-yl)sulfonyl)pyridine-3-amine